NC1=NC=C2C(=N1)N(C(N(C2)C2=C(C=CC=C2C)F)=O)[C@H]2CNCC2 7-amino-3-(2-fluoro-6-methyl-phenyl)-1-[(3R)-pyrrolidin-3-yl]-4H-pyrimido[4,5-d]pyrimidin-2-one